5-(2,7-dichloro-8-fluoropyrido[4,3-d]pyrimidin-4-yl)-5,6,7,8-tetrahydro-4H-pyrazolo[1,5-a][1,4]diazepin-2-amine ClC=1N=C(C2=C(N1)C(=C(N=C2)Cl)F)N2CC=1N(CCC2)N=C(C1)N